FC=1C=C2C(=CNC(C2=CC1F)=O)[C@H](C)N(C(=O)NC1=C(C=CC=C1)F)C (S)-1-(1-(6,7-difluoro-1-oxo-1,2-dihydroisoquinolin-4-yl)ethyl)-3-(2-fluorophenyl)-1-methylurea